tert-butyl (2,6-dimethyl-5-oxoheptan-2-yl)carbamate CC(C)(CCC(C(C)C)=O)NC(OC(C)(C)C)=O